N-palmitoylalanine isopropyl ester C(C)(C)OC([C@@H](NC(CCCCCCCCCCCCCCC)=O)C)=O